N,N-diethyl-N-decylammonium C(C)[NH+](CCCCCCCCCC)CC